(S)-N-(4-fluoro-3-(2-methyl-1-(4-methyl-4H-1,2,4-triazol-3-yl)propan-2-yl)phenyl)-5-((3-methylpiperidin-1-yl)methyl)-2-oxo-1-(2,2,2-trifluoroethyl)-1,2-dihydropyridine-3-carboxamide FC1=C(C=C(C=C1)NC(=O)C=1C(N(C=C(C1)CN1C[C@H](CCC1)C)CC(F)(F)F)=O)C(CC1=NN=CN1C)(C)C